menthane carbonate C(O)(O)=O.C1(CCC(CC1)C(C)C)C